dodecylcumene hydroperoxide [O-]O.C(CCCCCCCCCCC)C1=C(C=CC=C1)C(C)C